C(CC(O)(C(=O)O)CC(=O)O)(=O)O.C(C)OC[C@]1(CN(CC1)CC=1C=NC=C(C1)F)CCC1=CC=C(C=C1)F |o1:17| (R or S)-3-((3-(ethoxymethyl)-3-(4-fluorophenethyl)-pyrrolidin-1-yl)methyl)-5-fluoropyridine citrate